N-(3-chloro-2-ethyl-phenyl)-4-[[3-(1,4-dioxan-2-ylmethoxy)-4-pyridyl]methylamino]-6-oxo-2,3-dihydro-1H-pyridine-5-carbothioamide ClC=1C(=C(C=CC1)NC(=S)C1=C(CCNC1=O)NCC1=C(C=NC=C1)OCC1OCCOC1)CC